1'-methyl-7'-((4-(methylsulfonyl)phenyl)amino)-1',2'-dihydro-3'H-spiro[cyclohexane-1,4'-pyrimido[5',4':4,5]pyrrolo[2,1-c][1,2,4]triazin]-3'-one CN1NC(C2(N3C1=CC1=C3N=C(N=C1)NC1=CC=C(C=C1)S(=O)(=O)C)CCCCC2)=O